N1CC=C2N1C=CN(C2)C(=O)[O-] dihydro-4H-pyrazolo[1,5-a]pyrazine-5-carboxylate